CC=1N=COC1C1=CC(=C2C(=N1)C=NN2)N 5-(4-methyloxazol-5-yl)-1H-pyrazolo[4,3-b]pyridin-7-amine